(2-methoxyethyl)sulfoxide COCCS(=O)CCOC